OCCCCCCCC/C=C/CCCCCCCC(=O)OCC ethyl 18-hydroxy-(9E)-octadeca-9-enoate